C(C)O[Si](CCC(C)(C)C)(OCC)OCC triethoxy(3,3-dimethylbutyl)silane